C(CC\C=C/CCCCC)OC(CCCCN(CCCCC(=O)OCCC\C=C/CCCCC)CCCN(CCO)CCCCC(=O)OCCC\C=C/CCCCC)=O di((Z)-dec-4-en-1-yl)5,5'-((3-((5-((Z)-dec-4-en-1-yloxy)-5-oxopentyl)(2-hydroxyethyl)amino)propyl)azanediyl)dipentanoate